C1OC2=C(O1)C=C(C=C2)N=C=O 3,4-(methylenedioxy)phenyl isocyanate